NC=1C=C2CCNC(C2=CC1[N+](=O)[O-])=O 6-amino-7-nitro-3,4-dihydro-2H-isoquinolin-1-one